(4-bromophenyl)bis(10-ethyl-10H-phenoxazin-3-yl)phosphorus oxide BrC1=CC=C(C=C1)P(C=1C=CC=2N(C3=CC=CC=C3OC2C1)CC)(C=1C=CC=2N(C3=CC=CC=C3OC2C1)CC)=O